(4R,4aR,7S,7aR,12bS)-3-Methyl-2,3,4,4a,7,7a-hexahydro-1H-4,12-methanobenzofuro[3,2-e]isoquinoline-7,9-diol CN1[C@H]2[C@@H]3C=C[C@@H]([C@H]4[C@]3(CC1)C1=C(O4)C(=CC=C1C2)O)O